COC1=C2CCC=C(C2=C(C=C1)OC)C#N 5,8-dimethoxy-3,4-dihydronaphthalene-1-carbonitrile